(1R,5S)-6-(4-(1,1-dioxidothiomorpholino)phenyl)-9,9-dimethyl-2,6-diazabicyclo[3.2.2]nonan-3-one O=S1(CCN(CC1)C1=CC=C(C=C1)N1[C@H]2CC(N[C@@H](C1)CC2(C)C)=O)=O